C(CCCCCCCCCCCC)N(C)C Tridecyldimethylamin